Kalium tert-Butoxid CC(C)(C)[O-].[K+]